FC1=C(C#N)C(=CC=C1F)C(F)(F)F 2,3-difluoro-6-(trifluoromethyl)-benzonitrile